8-(1-bromoethyl)-2-(4,4-dimethyl-1-piperidyl)-6-methyl-4-oxo-chromene-3-carbonitrile BrC(C)C=1C=C(C=C2C(C(=C(OC12)N1CCC(CC1)(C)C)C#N)=O)C